CO[C@@H]1[C@@H](OC)O[C@@H]([C@H]([C@@H]1OC)OC)CO methyl 2,3,4-tri-O-methyl-α-D-mannopyranoside